Cl.N1CCC1 azetidine hydrochloride